CSC1=NC=2CC3(CCC2C(=N1)N1CCC2(CN(C2)C(=O)OC(C)(C)C)CC1)CCC1=CC=CC=C13 tert-butyl 7-(2'-(methylthio)-2,3,6',8'-tetrahydro-5'H-spiro[indene-1,7'-quinazolin]-4'-yl)-2,7-diazaspiro[3.5]nonane-2-carboxylate